C([C@@H]1[C@H]([C@@H]([C@@H]([C@H](O1)O[C@H]2[C@@H]([C@H](O[C@@H]([C@H]2O)O[C@H]3[C@@H]([C@H](O[C@@H]([C@H]3O)O[C@H]4[C@H]([C@@H]([C@H](OC4O)CO)O)O)CO)O)CO)O)O)O[C@@H]5[C@H]([C@H]([C@@H]([C@H](O5)COP(=O)(O)O)O)O)O)O)O The molecule is an oligosaccharide phosphate consisting of four alpha(1->3)-linked D-mannose residues, with the residue at the non-reducing end carrying a phosphate group at position 6, and with that at the reducing end being alpha(1->2)-linked to a further D-mannose residue; prepared from the phosphomannan fraction of Hansenula holstii. It has a role as an epitope.